hydroxy-2-hydroxypropanesulfonic acid OC(C(C)O)S(=O)(=O)O